C(C)NC(=O)C1=CC(=NC(=C1)C=1N=NN(C1)C1=C(C(=O)O)C=CC=C1C(F)(F)F)C=1N=NN(C1)C1=C(C(=O)O)C=CC=C1C(F)(F)F 5'-((4-(ethylcarbamoyl)pyridin-2,6-diyl)bis(1H-1,2,3-triazol-4,1-diyl))bis(3-(trifluoromethyl)benzoic acid)